2-[3-(methoxycarbonyl)-4-methylbenzoyl]hydrazine-1-carboxylic acid tert-butyl ester C(C)(C)(C)OC(=O)NNC(C1=CC(=C(C=C1)C)C(=O)OC)=O